1,8-diphenyl-10-(dimethylboryl)anthracene C1(=CC=CC=C1)C1=CC=CC2=C(C3=CC=CC(=C3C=C12)C1=CC=CC=C1)B(C)C